ClC=1C=CC(=C(C1)[C@H](CCN([C@H](C(=O)O)C1=C(C(=CC=C1)C)C1CCC(CC1)OC(F)(F)F)C)CCN1CCCCC1)F (S)-2-(((S)-3-(5-chloro-2-fluorophenyl)-5-(piperidin-1-yl)pentyl)(methyl)amino)-2-(3-methyl-2-((1r,4S)-4-(trifluoromethoxy)cyclohexyl)-phenyl)acetic acid